(R)-1-(3-(3-ethyl-4-propionylpiperazine-1-carbonyl)-4-fluorobenzyl)quinazoline-2,4(1H,3H)-dione C(C)[C@@H]1CN(CCN1C(CC)=O)C(=O)C=1C=C(CN2C(NC(C3=CC=CC=C23)=O)=O)C=CC1F